N-((S)-1-(((S)-1-amino-1-oxo-3-((S)-2-oxopiperidin-3-yl)propan-2-yl)amino)-3-cyclopropyl-1-oxopropan-2-yl)-4-cyano-1H-indole-2-carboxamide NC([C@H](C[C@H]1C(NCCC1)=O)NC([C@H](CC1CC1)NC(=O)C=1NC2=CC=CC(=C2C1)C#N)=O)=O